Styrol acrylnitryl-acrylat C(=O)(C=C)C=C(C(=O)O)[N+](=O)[O-].C=CC1=CC=CC=C1